isooctyl thiopropionate C(CC)(=S)OCCCCCC(C)C